ClC1=NC=2N(C3=C1C=CN=C3)N=CC2C(=O)OCC ethyl 5-chloropyrazolo[1,5-a]pyrido[4,3-e]pyrimidine-3-carboxylate